CC1=CN=C(S1)C=1C=C(C(=O)O)C=C(C1)OC[C@@H]1COCC1 3-(5-methyl-1,3-thiazol-2-yl)-5-[(3S)-tetrahydrofuran-3-ylmethoxy]benzoic acid